[Cl-].C(CCCCCCC\C=C/CCCCCCCC)(=O)OC(C[N+](C)(C)C)COC(CCCCCCC\C=C/CCCCCCCC)=O (2,3-dioleoyloxy-propyl)-trimethylammonium chloride